C(C)C(CC(C(=O)[O-])(CC(=O)[O-])S(=O)(=O)O)CCCC (2-Ethylhexyl)-Sulfosuccinat